FC(C)(C)C1=CC=CC(=N1)C(=O)NC1=CC2=CN(N=C2C=C1OC)C1COC(CC1)CO 6-(1-Fluoro-1-methyl-ethyl)-N-[(2S)-2-[6-(hydroxymethyl)tetrahydropyran-3-yl]-6-methoxy-indazol-5-yl]pyridine-2-carboxamide